(S)-1-(8-chloro-6-oxo-1,4,5,6-tetrahydro-2H-pyrano[3,4-c]isoquinolin-1-yl)-1-ethyl-3-(4-fluoro-3-methylphenyl)urea ClC=1C=CC=2C3=C(NC(C2C1)=O)COC[C@H]3N(C(=O)NC3=CC(=C(C=C3)F)C)CC